ClC(C(=O)OC1C=CCCC1)(Cl)Cl 3-(trichloroacetoxy)cyclohexene